NC1=C(C(=O)OC)C=C(C(=C1)OC)OCC1CCCCC1 Methyl 2-amino-5-(cyclohexylmethoxy)-4-methoxybenzoate